OC[C@H](C1=CC=CC=C1)NC1=CC(=NC=C1C=1OC(=NN1)C(C)(C)O)NC=1N=CC2=C(N1)C(OC2=O)(C)C (S)-2-((4-((2-hydroxy-1-phenylethyl)amino)-5-(5-(2-hydroxypropan-2-yl)-1,3,4-oxadiazol-2-yl)pyridin-2-yl)amino)-7,7-dimethylfuro[3,4-d]pyrimidin-5(7H)-one